4-((1R,3S)-3-(but-2-ynamido)cyclohexyl)-3-chloro-5,6-difluoro-2-methyl-1H-indole-7-carboxamide C(C#CC)(=O)N[C@@H]1C[C@@H](CCC1)C1=C2C(=C(NC2=C(C(=C1F)F)C(=O)N)C)Cl